1,3,4-tris(2-hydroxyethyl)imidazolium OCCN1C=[N+](C(=C1)CCO)CCO